P(=O)([O-])([O-])[O-].C(=C)[SH2+].C(=C)[SH2+].C(=C)[SH2+] vinyl-sulfonium phosphate